F[B-](F)(F)F.C[N+](C)(C)C tetramethyl-ammonium tetrafluoroborate salt